C(C)N1N=C(C(=C1)C1=NC=NC2=CC(=C(C=C12)N)OC)C1=CC=CC=C1 4-(1-ethyl-3-phenyl-1H-pyrazol-4-yl)-7-methoxyquinazolin-6-amine